N-[3-chloro-4-(difluoromethoxy)-2-fluoro-phenyl]-6-[(1S,4S)-2,5-diazabicyclo[2.2.2]octan-2-yl]-7-fluoro-pyrido[3,2-d]pyrimidin-4-amine ClC=1C(=C(C=CC1OC(F)F)NC=1C2=C(N=CN1)C=C(C(=N2)N2[C@@H]1CN[C@H](C2)CC1)F)F